bis(2,6-dimethoxybenzoyl)(2,4,4-trimethylpentyl)phosphin oxide COC1=C(C(=O)P(CC(CC(C)(C)C)C)(C(C2=C(C=CC=C2OC)OC)=O)=O)C(=CC=C1)OC